(S)-7-diphenylphosphono-7'-trifluoromethanesulfonyl-1,1'-spirobiindan C1(=CC=CC=C1)OP(=O)(OC1=CC=CC=C1)C=1C=CC=C2CC[C@@]3(C12)CCC1=CC=CC(=C13)S(=O)(=O)C(F)(F)F